N-{[4-(phenylmethyloxy)-3-methoxyphenyl]methyl}-3-bromobenzamide C1(=CC=CC=C1)COC1=C(C=C(C=C1)CNC(C1=CC(=CC=C1)Br)=O)OC